N-((S)-1-cyano-2-((S)-2-oxopiperidin-3-yl)ethyl)-2,2-difluoro-6-azaspiro[3.4]octane-7-carboxamide C(#N)[C@H](C[C@H]1C(NCCC1)=O)NC(=O)C1NCC2(CC(C2)(F)F)C1